C(C)(C)(C)OC(=O)NCCN1C=NC(=C1C)C(=O)OCC ethyl 1-(2-{[(tert-butoxy) carbonyl] amino} ethyl)-5-methyl-1H-imidazole-4-carboxylate